C(C(C)C)N1CC2(C1)CC(C2)NC2=NN1C(C=N2)=C(C=C1)C=1C=CC=2N(C1)C(=CN2)C(=O)N2CCCC2 (6-(2-((2-isobutyl-2-azaspiro[3.3]heptan-6-yl)amino)pyrrolo[2,1-f][1,2,4]triazin-5-yl)imidazo[1,2-a]pyridin-3-yl)(pyrrolidin-1-yl)methanone